FC1(C2CN(CC2C1)C1=NC(=CC=C1C(C)O)N1C=NC2=C1C=CC(=C2)NC=2N=NC(=CC2)C)F 1-[2-(6,6-difluoro-3-azabicyclo[3.2.0]heptan-3-yl)-6-[5-[(6-methylpyridazin-3-yl)amino]benzimidazol-1-yl]-3-pyridinyl]ethanol